C(C)(C)(C)N1N=C(C=C1NC(OCC1=CC=CC=C1)=O)C1CC2(OCCO2)CC1 benzyl (1-(tert-butyl)-3-(1,4-dioxaspiro[4.4]nonan-7-yl)-1H-pyrazol-5-yl)carbamate